CC=1C(=CC=C2C(=CC(OC12)=O)N)COC(C(CCC)C)=O 8-methyl-4-amino-7-(2-methylpentanoyloxy)methylcoumarin